NC1=CC=C(C=N1)N1C=CC(C2=CC(=C(C=C12)N1N=C(C=C1)N(C)CCO)Cl)=O 1-(6-aminopyridin-3-yl)-6-chloro-7-(3-((2-hydroxyethyl)(methyl)amino)-1H-pyrazol-1-yl)-4-oxo-1,4-dihydroquinoline